N[C@](C#N)(C)C1=NC=CC(=C1)Br |r| rac-2-amino-2-(4-bromopyridin-2-yl)propionitrile